serine-d N[C@@H](CO)C(=O)O[2H]